(2S,4r)-1-[(2S)-2-(4-cyclopropyltriazol-1-yl)-3,3-dimethyl-butyryl]-N-[2-(2,4-dimethylphenyl)cyclobutyl]-4-hydroxy-pyrrolidine-2-carboxamide C1(CC1)C=1N=NN(C1)[C@H](C(=O)N1[C@@H](C[C@H](C1)O)C(=O)NC1C(CC1)C1=C(C=C(C=C1)C)C)C(C)(C)C